C(C)N1CC(O[Sn]2(OC(C1)C)OC(CN(CC(O2)C)CC)C)C 4,12-diethyl-2,6,10,14-tetramethyl-1,7,9,15-tetraoxa-4,12-diaza-8-stannaspiro[7.7]pentadecane